4-hydrazinobenzenesulfonamide hydrochloride salt Cl.N(N)C1=CC=C(C=C1)S(=O)(=O)N